benzyl (3-{2-[cis-3-(trifluoromethoxy)cyclobutyl]-1,3-oxazol-5-yl}bicyclo[1.1.1]pentan-1-yl)carbamate FC(O[C@H]1C[C@H](C1)C=1OC(=CN1)C12CC(C1)(C2)NC(OCC2=CC=CC=C2)=O)(F)F